COC1=CC=C(C=C1)C(C)=NN=C1SC(C(N1)=O)CC(=O)NC1C2SC(C(N2C1=O)C(=O)O)(C)C 6-(2-(2-((1-(4-methoxyphenyl)ethylidene)hydrazineylidene)-4-oxothiazolidin-5-yl)acetamido)-3,3-dimethyl-7-oxo-4-thia-1-azabicyclo[3.2.0]heptane-2-carboxylic acid